meta-mono-benzyltoluene C(C1=CC=CC=C1)C=1C=C(C)C=CC1